bromophenyl-piperidine BrC1N(CCCC1)C1=CC=CC=C1